2-((1-(2-fluorobenzyl)piperidin-4-yl)methyl)-5-(piperidin-4-yl)-2,3-dihydro-1H-indene-1-one FC1=C(CN2CCC(CC2)CC2C(C3=CC=C(C=C3C2)C2CCNCC2)=O)C=CC=C1